CNS(=O)(=O)C1=CC(=C(C=C1)NC1=CC(=CC=C1)C1=CC=CC=C1)C=1N=NN(N1)C N-methyl-3-(2-methyltetrazol-5-yl)-4-(3-phenylanilino)benzenesulfonamide